COC1=NC=C(C(=C1)C)C 2-methoxy-4,5-dimethylpyridine